4-(2-(3-(3-chloro-2-fluoro-6-(2H-tetrazol-2-yl)phenyl)acrylamido)-2-phenylacetamido)-N-(methylsulfonyl)benzamide ClC=1C(=C(C(=CC1)N1N=CN=N1)C=CC(=O)NC(C(=O)NC1=CC=C(C(=O)NS(=O)(=O)C)C=C1)C1=CC=CC=C1)F